COC1=NC(=NC(=N1)OC)C 2,4-dimethoxy-6-methyl-1,3,5-triazine